3-(3,5-difluorophenyl)-7-methyl-2,4,5,7-tetrahydro-6H-pyrazolo[3,4-c]pyridine-6-carboxylic acid tert-butyl ester C(C)(C)(C)OC(=O)N1C(C=2C(CC1)=C(NN2)C2=CC(=CC(=C2)F)F)C